O[C@@H]1[C@H](O[C@H]([C@@]12CCS2)N2C(NC(C=C2)=O)=O)CI 1-((4R,5R,7S,8R)-8-hydroxy-7-(iodomethyl)-6-oxa-1-thiaspiro[3.4]octan-5-yl)pyrimidine-2,4(1H,3H)-dione